FC1=C(C=C(\C=C\2/OC(C3=CC=CC=C23)=O)C=C1)C(=O)N1CC(C1)N(C1=NC=CC=N1)C (Z)-3-(4-fluoro-3-(3-(methyl(pyrimidin-2-yl)amino)azetidine-1-carbonyl)benzylidene)Isobenzofuran-1(3H)-one